OC=1C=C2CC[C@H]([C@H](C2=CC1)C1=CC=C(C=C1)N1CCC(CC1)CN1CCN(CC1)C=1C=C2CNC(C2=CC1)=O)C1=CC=C(C=C1)O 5-[4-[[1-[4-[(1S,2R)-6-hydroxy-2-(4-hydroxyphenyl)tetralin-1-yl]phenyl]-4-piperidyl]methyl]piperazin-1-yl]-1-oxo-isoindolin